1-methyl-2-(2-methyl-oxazol-4-yl)-1H-imidazo[4,5-c]pyridin-7-amine CN1C(=NC=2C=NC=C(C21)N)C=2N=C(OC2)C